[(2S,6S)-2-(aminomethyl)-4-bora-3,5,8-trioxatricyclo[7.3.1.04,13]trideca-1(12),9(13),10-trien-6-yl]methyl acetate hydrogen chloride Cl.C(C)(=O)OC[C@H]1OB2O[C@@H](C3=CC=CC(OC1)=C32)CN